O=S1(CCN(CC1)CCCOC1=C(C=C2C(=CC=NC2=C1)OC1=C(C=C(C=C1)NC(=O)C1=C2C(=CN(C1=O)C1=CC=C(C=C1)F)CCO2)F)OC)=O N-(4-((7-(3-(1,1-dioxidothiomorpholino)propoxy)-6-methoxyquinolin-4-yl)oxy)-3-fluorophenyl)-5-(4-fluorophenyl)-6-oxo-2,3,5,6-tetrahydrofuro[3,2-c]pyridine-7-carboxamide